COC(C1=C(C(=C(C=C1)OCCCC)OCCCC)OCCCC)=O tributoxybenzoic acid methyl ester